1,3-dipropylpyridinium triflate [O-]S(=O)(=O)C(F)(F)F.C(CC)[N+]1=CC(=CC=C1)CCC